3-(4-cyclopropyl-pyridin-2-yl)-N-(3-(trifluoromethyl)pyridin-2-yl)-1,2,4-thiadiazol-5-amine C1(CC1)C1=CC(=NC=C1)C1=NSC(=N1)NC1=NC=CC=C1C(F)(F)F